C1(=CC=CC=C1)C1=C(N[Pd])C=CC=C1 (2-phenylanilino)palladium